5-(Benzyloxy)-6-(dimethylamino)pyrimidine-4-carboxylic acid C(C1=CC=CC=C1)OC=1C(=NC=NC1N(C)C)C(=O)O